C(C1=CC=CC=C1)OC1=C2C(=CNC2=C(C=C1)C)C(C(=O)N(CC)CC)=O 2-(4-(benzyloxy)-7-methyl-1H-indol-3-yl)-N,N-diethyl-2-oxoacetamide